{3-[5-(difluoromethyl)-1,3,4-thiadiazol-2-yl]-6-fluoro-2-oxo-1-(2-propynyl)-1,3-dihydro-1,3-benzimidazol-5-ylsulfonyl}[3-(fluoromethyl)-3-oxetanyl]amine FC(C1=NN=C(S1)N1C(N(C2=C1C=C(C(=C2)F)S(=O)(=O)NC2(COC2)CF)CC#C)=O)F